ClC1=CC=C(C=C1)N/N=C(\C)/[N+](=O)[O-] (E)-1-(4-chlorophenyl)-2-(1-nitroethylidene)hydrazine